(R)-1-(2,5-dichlorothiophen-3-yl)ethan-1-ol ClC=1SC(=CC1[C@@H](C)O)Cl